5-fluoro-1,2,4-trimethylbenzene FC=1C(=CC(=C(C1)C)C)C